2-{2-fluoro-6-[(3R)-3-methoxypiperidin-1-yl]pyridin-3-yl}-1H-indol-6-ol FC1=NC(=CC=C1C=1NC2=CC(=CC=C2C1)O)N1C[C@@H](CCC1)OC